C(#N)C[C@H]1CCNC1=O (2S,4R)-4-(cyanomethyl)-5-oxopyrrolidin